N-(4-cyanothiazol-2-yl)-[2,2'-bipyridine]-6-carboxamide C(#N)C=1N=C(SC1)NC(=O)C1=CC=CC(=N1)C1=NC=CC=C1